N-(2-chloro-3-((3,5-dimethyl-4-oxo-3,4-dihydroquinazolin-6-yl)amino)-4-fluorophenyl)-3-(trifluoromethyl)pyrrolidine-1-sulfonamide trifluoroacetate FC(C(=O)O)(F)F.ClC1=C(C=CC(=C1NC=1C(=C2C(N(C=NC2=CC1)C)=O)C)F)NS(=O)(=O)N1CC(CC1)C(F)(F)F